mono(3-hydroxy-n-butyl) phthalate C(C=1C(C(=O)[O-])=CC=CC1)(=O)OCCC(C)O